FC=1C=CC(=C(C(=O)NCC2=CC=C(C=C2)C2=C(C3=C(C(=N2)C2=C(C=NC=C2)C)C=NN3)C(=O)N)C1)OC 6-(4-((5-Fluoro-2-methoxybenzamido)methyl)phenyl)-4-(3-methylpyridin-4-yl)-1H-pyrazolo[4,3-c]pyridine-7-carboxamide